COC1=NC=CC=C1N1N=C(C(=C1)[N+](=O)[O-])OCCCO 3-((1-(2-methoxypyridin-3-yl)-4-nitro-1H-pyrazol-3-yl)oxy)propan-1-ol